tert-butyl (3R,4S)-3-amino-4-methoxy-pyrrolidine-1-carboxylate N[C@@H]1CN(C[C@@H]1OC)C(=O)OC(C)(C)C